5-[(1S)-1-(4-BROMOPHENOXY)ETHYL]-2H-TETRAZOL BrC1=CC=C(O[C@@H](C)C=2N=NNN2)C=C1